C(CCCCCCCCC\C=C/CCCCCCCC(=O)N)CCCCCCCC\C=C/CCCCCCCC(=O)N Ethylenebisoleamid